C(C)C1=C(CN2CC(CC2)C(=O)O)C=CC(=C1)C(C)=NOCC1=CC=C(C=C1)C=1C=NC=NC1 1-(2-ethyl-4-(1-(((4-(pyrimidin-5-yl)benzyl)oxy)imino)ethyl)benzyl)pyrrolidine-3-carboxylic acid